NC1=CC=C(CNC2=NC(=NC=3N2N=CC3C(C)C)N[C@H](CO)CC)C=C1 (S)-2-((4-((4-aminobenzyl)amino)-8-isopropylpyrazolo[1,5-a][1,3,5]triazin-2-yl)amino)butan-1-ol